2-((S)-1-(4-(6-((4-cyano-2-fluorobenzyl)oxy)-4-(trifluoromethyl)pyridin-2-yl)Piperazin-1-yl)ethyl)-1-(((S)-oxetan-2-yl)methyl)-1H-benzo[d]imidazole-6-carboxylic acid C(#N)C1=CC(=C(COC2=CC(=CC(=N2)N2CCN(CC2)[C@@H](C)C2=NC3=C(N2C[C@H]2OCC2)C=C(C=C3)C(=O)O)C(F)(F)F)C=C1)F